CN1N=CC(=C1)C=1C=NC=CC1OC1=CC=C(N)C=C1 4-((3-(1-methyl-1H-pyrazol-4-yl)pyridin-4-yl)oxy)aniline